C(=O)[O-].FC1(C(N=C(C2=CC=CC=C12)C=1C(=NC2=CC=CC=C2C1)C1=CC=CC=C1C[P+]1(CCCCC1)C(CC)C(=O)O)(C)C)F 3-(4,4-difluoro-3,3-dimethyl-3,4-dihydroisoquinolin-1-yl)quinolinebenzyl-1-(1-carboxypropyl)phosphinan-1-ium formate